C(=O)(OC(C)(C)C)N1[C@@H](CCC1)C(=O)O N-Bocproline